4-Acetoxy-Dimethyltryptamine C(C)(=O)OC=1C=CC=C2NC=C(CCN(C)C)C12